6-(o-tolyl)pyridin C1(=C(C=CC=C1)C1=CC=CC=N1)C